4-chloro-N-[4-fluoro-5-(2-morpholin-4-ylpyrimidin-5-yl)-2-[rac-(3R)-3,4-dimethylpiperazin-1-yl]phenyl]-1H-pyrazole-3-carboxamide ClC=1C(=NNC1)C(=O)NC1=C(C=C(C(=C1)C=1C=NC(=NC1)N1CCOCC1)F)N1C[C@H](N(CC1)C)C |r|